C1(=CC=CC=C1)C1=NN=C(S1)CNC(=O)C=1N=NNC1 N-((5-phenyl-1,3,4-thiadiazol-2-yl)methyl)-1H-1,2,3-triazole-4-carboxamide